2-(6-fluoro-2,3-dihydro-1,4-benzodioxin-7-yl)-4,4,5,5-tetramethyl-1,3,2-dioxaborolane FC1=CC2=C(OCCO2)C=C1B1OC(C(O1)(C)C)(C)C